N,N-di(2-methoxyethyl)hex-5-ynamide COCCN(C(CCCC#C)=O)CCOC